3-(6-fluoro-1-oxo-4-((7-oxo-7-(piperidin-1-yl)heptyl)thio)isoindolin-2-yl)piperidine FC1=CC(=C2CN(C(C2=C1)=O)C1CNCCC1)SCCCCCCC(N1CCCCC1)=O